NCCCCCCNCCCCCCN N'-(6-aminohexyl)hexan-1,6-diamin